methyl (S)-2-amino-3-(8-(6-fluoro-1,4-dimethyl-2-oxo-1,2-dihydro quinolin-3-yl)imidazo[1,2-a]pyridin-5-yl)propanoate trifluoroacetate FC(C(=O)O)(F)F.N[C@H](C(=O)OC)CC1=CC=C(C=2N1C=CN2)C=2C(N(C1=CC=C(C=C1C2C)F)C)=O